3-phenoxyazetidin O(C1=CC=CC=C1)C1CNC1